1-(1-Isopropyltriazol-4-yl)ethanol C(C)(C)N1N=NC(=C1)C(C)O